CC1=CC(=CC(=C1O)C)C(=O)C 3,5-dimethyl-4-hydroxyacetophenone